F[C@@H]1[C@@]2(C[C@@H]([C@](C[C@H]1C(=C)C=1N=CC(=NC1)C1=C(C=C(C=C1)N1C=NC=C1)O)(N2)C)F)C 2-(5-(1-((1s,2s,3s,5s,6s)-2,6-difluoro-1,5-dimethyl-8-azabicyclo[3.2.1]oct-3-yl)vinyl)pyrazin-2-yl)-5-(1H-imidazol-1-yl)phenol